1-((2R,4S,5R)-5-((bis(4-methoxyphenyl)(phenyl)methoxy)methyl)-4-hydroxytetrahydrofuran-2-yl)-5-iodopyrimidine-2,4(1H,3H)-dione COC1=CC=C(C=C1)C(OC[C@@H]1[C@H](C[C@@H](O1)N1C(NC(C(=C1)I)=O)=O)O)(C1=CC=CC=C1)C1=CC=C(C=C1)OC